2-(diethylamino)ethyl 3-(1-((tert-butoxycarbonyl)(cyclopropylmethyl)amino)ethyl)pyrazine-2-carboxylate C(C)(C)(C)OC(=O)N(C(C)C=1C(=NC=CN1)C(=O)OCCN(CC)CC)CC1CC1